O=C1NC=C(C(N1)=O)C=1C=C(C=2N(N1)C=C(N2)C(=O)OCC)[C@@H]2[C@H](C2)C2=CC=C(C=C2)F ethyl 6-(2,4-dioxo-1,2,3,4-tetrahydropyrimidin-5-yl)-8-((1S,2S)-2-(4-fluorophenyl)cyclopropyl)imidazo[1,2-b]pyridazine-2-carboxylate